C(C1=CC=CC=C1)NC1=NC=2N(C=C1)N=C(C2C#N)C2=CC(=CC=C2)F (benzylamino)-2-(3-fluorophenyl)pyrazolo[1,5-a]pyrimidine-3-carbonitrile